Cl.C(C)C1=C(C(=NN1)C(=O)NC1=CC=C(C=C1)[C@H]1CNCCO1)C 5-ethyl-4-methyl-N-[4-[(2S)-morpholin-2-yl]phenyl]-1H-pyrazole-3-carboxamide, monoHydrochloric Acid Salt